C(CCCCCCCCCCCCCCCCC)(=O)CC(C)=O Stearoyl-acetyl-methane